C(C1=CC=CC=C1)OC[C@H]1[C@H](O1)CO |o1:9,10| ((2R,3S)- or (2S,3R)-3-((Benzyloxy)methyl)oxiran-2-yl)methanol